FC(C(=O)O)(C1=NC(=CN=C1)C(F)(F)F)F 2,2-difluoro-2-[6-(trifluoromethyl)pyrazin-2-yl]acetic acid